CN1N=CC(=C1C)C(=O)N[C@@H]1COC2=C1C=CC(=C2)C2=NOC(=N2)C([2H])([2H])[2H] (S)-1,5-dimethyl-N-(6-(5-(methyl-d3)-1,2,4-oxadiazol-3-yl)-2,3-dihydrobenzofuran-3-yl)-1H-pyrazole-4-carboxamide